2,3-diphenylquinazolin-4(1H)-one C1(=CC=CC=C1)C1NC2=CC=CC=C2C(N1C1=CC=CC=C1)=O